tert-Butyl 4,7-dimethyl-1H-spiro[1,8-naphthyridine-2,3'-pyrrolidine]-1'-carboxylate CC1=CC2(CN(CC2)C(=O)OC(C)(C)C)NC2=NC(=CC=C12)C